(1-{4-[(3R)-2,6-dioxopiperidin-3-yl]phenyl}-4-fluoropiperidin-4-yl)acetaldehyde O=C1NC(CC[C@@H]1C1=CC=C(C=C1)N1CCC(CC1)(F)CC=O)=O